2'-(4-fluorophenyl)-3'-(6-methyl-1-((2-(trimethylsilyl)ethoxy)methyl)-1H-pyrazolo[3,4-d]pyrimidin-4-yl)-5'H,7'H-spiro[cyclopropane-1,6'-pyrazolo[5,1-b][1,3]oxazine] FC1=CC=C(C=C1)C1=NN2C(OCC3(C2)CC3)=C1C1=C3C(=NC(=N1)C)N(N=C3)COCC[Si](C)(C)C